N-(5-fluoro-2-methylphenyl)-6,6-dimethyl-4,6-dihydropyrrolo[3,4-c]pyrazole-5(1H)-carboxamide FC=1C=CC(=C(C1)NC(=O)N1C(C=2NN=CC2C1)(C)C)C